dichloro-acetoxy-propionyloxy-phenanthroline platinum [Pt].ClC1=C2C(=C(C(=NC2=C2N=CC=CC2=C1)OC(CC)=O)OC(C)=O)Cl